trans-N-(8-Amino-6-(1-methyl-1H-pyrazol-4-yl)cinnolin-3-yl)-2-cyanocyclopropanecarboxamide NC=1C=C(C=C2C=C(N=NC12)NC(=O)[C@H]1[C@@H](C1)C#N)C=1C=NN(C1)C